Cl.C[C@H]1N[C@@H](COC1)C (3R,5R)-3,5-dimethylmorpholine hydrochloride salt